(E)-2-((dimethylamino)methylene)-4-methoxy-3-oxo-4-(trifluoromethyl)pyrrolidine-1-carboxylic acid tert-butyl ester C(C)(C)(C)OC(=O)N1/C(/C(C(C1)(C(F)(F)F)OC)=O)=C/N(C)C